N-(1-(4-nitrophenyl)vinyl)acetamide [N+](=O)([O-])C1=CC=C(C=C1)C(=C)NC(C)=O